C1(CC1)[C@H]1NC2=C(C(N(C=3C=CC(=CC23)NC2=NC(=NC=C2Cl)Cl)C)=O)OCC1(F)F (R)-2-cyclopropyl-10-((2,5-dichloropyrimidin-4-yl)amino)-3,3-difluoro-7-methyl-1,2,3,4-tetrahydro-[1,4]oxazepino[2,3-c]quinolin-6(7H)-one